(R)-N-(5-((3-((4-methylpyrimidin-2-yl)methyl)pyrrolidin-1-yl)methyl)thiazol-2-yl)acetamide CC1=NC(=NC=C1)C[C@@H]1CN(CC1)CC1=CN=C(S1)NC(C)=O